7-(3-chloro-4-fluorobenzyl)-1-(3-hydroxypropyl)-3-methyl-8-(1,4,4-trifluorocyclohexyl)-3,7-dihydro-1H-purine-2,6-dione ClC=1C=C(CN2C(=NC=3N(C(N(C(C23)=O)CCCO)=O)C)C2(CCC(CC2)(F)F)F)C=CC1F